COCCNC1=CC=CC(=N1)S(=O)(=O)NC(=O)C=1C(=NC(=CC1)C)OC1=C(C=C(C=C1C)C)C N-[[6-(2-Methoxyethylamino)-2-pyridyl]sulfonyl]-6-methyl-2-(2,4,6-trimethylphenoxy)pyridin-3-carboxamid